2-fluoro-4-(3-((1-methylpiperidin-4-yl)methyl)-6-(2,2,4-trimethyl-3,4-dihydro-2H-benzo[b][1,4]oxazin-7-yl)-3H-imidazo[4,5-c]pyridin-7-yl)benzonitrile FC1=C(C#N)C=CC(=C1)C=1C2=C(C=NC1C=1C=CC3=C(OC(CN3C)(C)C)C1)N(C=N2)CC2CCN(CC2)C